ClC=1C=NN(C(C1Cl)=O)CC(=O)NC1=CC=C(C=C1)CN1CCOCC1 2-(4,5-dichloro-6-oxopyridazin-1(6H)-yl)-N-(4-(morpholinomethyl)phenyl)acetamide